N([C@@](C(CCNC(=O)N)[2H])(C(=O)O)[2H])([2H])[2H] L-citrulline-d4